FC1=CC2=C(N(CNS2(=O)=O)C)C=C1 7-fluoro-4-methyl-3,4-dihydro-2H-benzo[E][1,2,4]thiadiazine 1,1-dioxide